FC(C(=O)O)(F)F.FC(C(=O)O)(F)F.C[C@H]1NC2=C(OCC1)C(=NC(=N2)N)N2C[C@@H](CC2)NC (R)-8-Methyl-4-((R)-3-(methylamino)pyrrolidin-1-yl)-6,7,8,9-tetrahydropyrimido[5,4-b][1,4]oxazepin-2-amine ditrifluoroacetic acid salt